C(C)(C)(C)OC(NC1CCN(CC1)S(=O)(=O)C1=CC(=CC=C1)OC1CCNCC1)=O (1-((3-(piperidin-4-yloxy)-phenyl)sulfonyl)piperidin-4-yl)carbamic acid tert-butyl ester